C(C)N(C1CCC(CC1)NC(OC(C)(C)C)=O)CC tert-butyl ((1r,4r)-4-(diethylamino)cyclohexyl)carbamate